FC(OC1C=C(C1)C(=O)O)(F)F 3-(trifluoromethoxy)cyclobutene-1-carboxylic acid